FC([C@H]1O[C@@H](CNC1)CO)F [(2S,6S)-6-(difluoromethyl)morpholin-2-yl]methanol